[Si](C)(C)(C(C)(C)C)OCC(O)C1CCC1 2-((tert-butyldimethylsilyl)oxy)-1-cyclobutylethane-1-ol